C(CC)S(=O)(=O)[O-] propansulfonate